N1(CCOCC1)NC(C(F)F)=O N-morpholinyl-2,2-difluoroacetamide